N-(3-(4-((1-(2-hydroxy-3-methoxypropyl)piperidin-4-yl)amino)-1-(2,2,2-trifluoroethyl)-1H-indol-2-yl)prop-2-yn-1-yl)-N-(2-hydroxy-4-(methylsulfonyl)phenyl)propionamide OC(CN1CCC(CC1)NC1=C2C=C(N(C2=CC=C1)CC(F)(F)F)C#CCN(C(CC)=O)C1=C(C=C(C=C1)S(=O)(=O)C)O)COC